(1R,3S,5R)-2-(2-(4-amino-1H-pyrrolo[3,2-c]pyridin-1-yl)acetyl)-N-(3-chloro-2-fluorophenylmethyl)-2-azabicyclo[3.1.0]hexane-3-carboxamide NC1=NC=CC2=C1C=CN2CC(=O)N2[C@@H]1C[C@@H]1C[C@H]2C(=O)NCC2=C(C(=CC=C2)Cl)F